CC(C)(CC(C)C)C 2,2,4-Trimethyl-pentan